(trans-3-((tert-butoxycarbonyl)amino)cyclobutyl)methyl (S)-1-(4-fluorophenyl)-3,4-dihydroisoquinoline-2(1H)-carboxylate FC1=CC=C(C=C1)[C@@H]1N(CCC2=CC=CC=C12)C(=O)OC[C@@H]1C[C@H](C1)NC(=O)OC(C)(C)C